CN1N=C(C=C1)C(F)(F)F 1-methyl-3-trifluoromethylpyrazole